(R)-N-((S)-1-(5-((2-chloro-3-fluorophenyl)thio)pyrazin-2-yl)-4'H,6'H-spiro[piperidine-4,5'-pyrrolo[1,2-b]pyrazol]-4'-yl)-2-methylpropane-2-sulfinamide ClC1=C(C=CC=C1F)SC=1N=CC(=NC1)N1CCC2([C@@H](C=3N(N=CC3)C2)N[S@](=O)C(C)(C)C)CC1